ClC1=NC(=CC(=N1)NC1CC2(CN(C2)C(=O)OCC2=CC=CC=C2)C1)C(=O)OC Benzyl 6-((2-chloro-6-(methoxycarbonyl)pyrimidin-4-yl)amino)-2-azaspiro[3.3]heptane-2-carboxylate